3-nitrobenzoyl isothiocyanate [N+](=O)([O-])C=1C=C(C(=O)N=C=S)C=CC1